2-N-(2-((1r,4r)-4-formylcyclohexyl)-6-methoxy-2H-indazol-5-yl)picolinamide C(=O)C1CCC(CC1)N1N=C2C=C(C(=CC2=C1)NC(C1=NC=CC=C1)=O)OC